cis-trans-p-aminomethylcyclohexanecarboxylic acid NC[C@H]1CC[C@H](CC1)C(=O)O